C(C1=CC=CC=C1)OCCCC(=O)N[C@@H](C)C(=O)OCC1=CC=CC=C1 Benzyl (4-(benzyloxy)butanoyl)alaninate